(S)-2-thiopheneethylamine S1C(=CC=C1)CCN